CC1=CC=CC(=N1)N1CCN(CC1)C1=CC=CC(=N1)S(=O)(=O)NC(=O)C=1C(=NC=CC1)N1C(CC(C1)C)(C)C N-[[6-[4-(6-Methyl-2-pyridyl)piperazin-1-yl]-2-pyridyl]sulfonyl]-2-(2,2,4-trimethylpyrrolidin-1-yl)pyridin-3-carboxamid